2-[(2-chloro-4-methylpyridin-3-yl)oxy]ethan-1-ol ClC1=NC=CC(=C1OCCO)C